C(C)(C)(C)OC(=O)N1[C@@H]2CN([C@H](C1)C2)CCOCCOCCNC(OCC2=CC=CC=C2)=O (1S,4S)-5-(3-oxo-1-phenyl-2,7,10-trioxa-4-azadodecan-12-yl)-2,5-diazabicyclo[2.2.1]heptane-2-carboxylic acid tert-butyl ester